C(C)C(C[N+](C)(C)C)CC 2-ethyl-N,N,N-trimethylbutan-1-aminium